(S)-N-((4-carbamimidoylthiophen-2-yl)methyl)-7-((2-methyl-[1,1'-biphenyl]-4-carbonyl)glycyl)-1,4-dioxa-7-azaspiro[4.4]nonane-8-carboxamide C(N)(=N)C=1C=C(SC1)CNC(=O)[C@H]1N(CC2(OCCO2)C1)C(CNC(=O)C1=CC(=C(C=C1)C1=CC=CC=C1)C)=O